F[C@H]1[C@H](C1)C(=O)NC1=NC=C2C=C(C=3N(C2=C1)C(=CN3)F)C=3C=NC(=CC3C)[C@H](CCC)O (1R,2R)-2-fluoro-N-(1-fluoro-4-{6-[(1S)-1-hydroxybutyl]-4-methylpyridin-3-yl}imidazo[1,2-a]1,6-naphthyridin-8-yl)cyclopropane-1-carboxamide